2-((S)-1-amino-1,3-dihydrospiro[indene-2,4'-piperidine]-1'-yl)-5-(3-hydroxy-3-(3-hydroxyphenyl)prop-1-yn-1-yl)-3-methylpyrimidin-4(3H)-one N[C@@H]1C2=CC=CC=C2CC12CCN(CC2)C2=NC=C(C(N2C)=O)C#CC(C2=CC(=CC=C2)O)O